CCCC/C=C\CCCCCCCC=O 9Z-tetradecenal